C1(=CC=CC=C1)[C@H]1NOCC12CC2 (R)-7-phenyl-5-oxa-6-azaspiro[2.4]heptane